[C@@H]1(C[C@H](O)[C@H](O1)CO)N1C2=CC=CC=C2C=2C=C(C=CC12)C#C[Si](C(C)C)(C(C)C)C(C)C 9-[2-deoxy-β-D-erythro-pentofuranosyl]-3-[(triisopropylsilyl)ethynyl]-9H-carbazole